4-(5-chloro-1-methyl-4-(trifluoromethyl)-1H-imidazol-2-yl)cyclohex-3-ene-1-carboxylic acid ethyl ester C(C)OC(=O)C1CC=C(CC1)C=1N(C(=C(N1)C(F)(F)F)Cl)C